C(C)OC(=O)C1=CC2=C(S1)C=C(C(=C2C=O)OC(C(=O)O)C)OC 2-((2-(Ethoxycarbonyl)-4-formyl-6-methoxybenzo[b]thiophen-5-yl)oxy)propanoic acid